FC=1C=C(C=CC1)[C@@H]1N(CCC1)C=1C=CC=2N(C1)C(=CN2)C2=CC=CC(=N2)N2CCN(CC2)CCCN2C(N(C1=C2C=CC=C1)C1C(NC(CC1)=O)=O)=O 3-(3-(3-(4-(6-(6-((R)-2-(3-fluorophenyl)pyrrolidin-1-yl)imidazo[1,2-a]pyridin-3-yl)pyridin-2-yl)piperazin-1-yl)propyl)-2-oxo-2,3-dihydro-1H-benzo[d]imidazol-1-yl)piperidine-2,6-dione